4-((S)-4-acryloyl-2-methylpiperazin-1-yl)-7-(2-chloro-6-hydroxyphenyl)-6-fluoro-1-(4-isopropyl-2-(methylsulfonyl)pyridin-3-yl)pyridino[2,3-d]pyrimidin-2(1H)-one C(C=C)(=O)N1C[C@@H](N(CC1)C=1C2=C(N(C(N1)=O)C=1C(=NC=CC1C(C)C)S(=O)(=O)C)N=C(C(=C2)F)C2=C(C=CC=C2O)Cl)C